ClCC\C(=C(/C=1C=C2C=NNC2=CC1)\C1=CC=C(C=C1)/C=C/C(=O)O)\C1=C(C=C(C=C1)F)Cl (E)-3-(4-((E)-4-chloro-2-(2-chloro-4-fluorophenyl)-1-(1H-indazol-5-yl)but-1-en-1-yl)phenyl)acrylic acid